2-benzyl-4,4,4-trifluoro-N-(8-fluoro-2-methyl-3-quinolyl)-butanamide C(C1=CC=CC=C1)C(C(=O)NC=1C(=NC2=C(C=CC=C2C1)F)C)CC(F)(F)F